6-Propionylamino-8-amino-N-methylpyrrolo[4,3,2-de]quinoline-4-carboxamide C(CC)(=O)NC1=CC(=C2C3=C(C=C(N=C13)C(=O)NC)C=N2)N